C(#N)[C@@H]1C(C12CCN(CC2)S(=O)(=O)N)(F)F (2R)-2-cyano-1,1-difluoro-6-azaspiro[2.5]octane-6-sulfonamide